C(C)C1=CC2=C(C(C=3NC4=CC(=CC=C4C3C2=O)C#N)(C)C)C=C1N1CCC(CC1)NCCO 9-Ethyl-8-[4-(2-hydroxy-ethylamino)-piperidin-1-yl]-6,6-dimethyl-11-oxo-6,11-dihydro-5H-benzo[b]carbazole-3-carbonitrile